C(CCCCCCCCC=C)[Si](OCC)(OCC)OCC 10-Undecenyltriethoxysilan